bromo-3'H-spiro(cyclopropane-1,1'-isobenzofuran) BrC1OC2(C3=CC=CC=C13)CC2